CN(CC=CC(=O)N1CC(N(CC1)C1=CC=C(S1)CCNC(CCOCCOCCOCCOCCC1=C(C(=O)N)C=CC=C1)=O)=O)C (18-(5-(4-(4-(dimethylamino)but-2-enoyl)-2-oxopiperazin-1-yl)thiophen-2-yl)-15-oxo-3,6,9,12-tetraoxa-16-azaoctadecyl)benzamide